3-(1,1-difluoro-2-(4-hydroxy-2,2-dimethylpiperidin-1-yl)-2-oxoethyl)-4-fluoro-N-(4-fluoro-3-methylphenyl)benzamide FC(C(=O)N1C(CC(CC1)O)(C)C)(F)C=1C=C(C(=O)NC2=CC(=C(C=C2)F)C)C=CC1F